4-chloro-6-methoxy-N-(3-selenocyanopropyl)-1,3,5-triazin-2-amine ClC1=NC(=NC(=N1)OC)NCCC[Se]C#N